C(C)(C)(C)OC(C1=C(C(=CC(=C1)C(CC)(O[Si](C)(C)C)C1CCOCC1)F)I)=O 3-Fluoro-2-iodo-5-(1-(tetrahydro-2H-pyran-4-yl)-1-((trimethylsilyl)oxy)propyl)benzoic acid tert-butyl ester